Tert-butyl N-[4-[[4-[4-[(2,6-dioxo-3-piperidyl)amino]-2-fluoro-phenyl]piperazin-1-yl]methyl]cyclohexyl]carbamate O=C1NC(CCC1NC1=CC(=C(C=C1)N1CCN(CC1)CC1CCC(CC1)NC(OC(C)(C)C)=O)F)=O